4-(4-hydroxy-3-methylphenyl)-3-nitroquinoline OC1=C(C=C(C=C1)C1=C(C=NC2=CC=CC=C12)[N+](=O)[O-])C